FC1=NC=C(C=C1F)C(=O)O 2,3-difluoropyridine-5-carboxylic acid